[Ru+2].ClC1C(C(CCC1)(P(C1CCCCC1)C1CCCCC1)Cl)=CC1=C(C=CC=C1)OC(C)C Dichloro(o-isopropoxyphenylmethylene)(tricyclohexylphosphine) ruthenium(II)